(2R)-1-[(1R)-1-[Bis(1,1-dimethylethyl)phosphino]ethyl]-2-(dicyclohexylphosphino)ferrocene C[C@H]([C-]1C=CC=C1P(C2CCCCC2)C3CCCCC3)P(C(C)(C)C)C(C)(C)C.[CH-]1C=CC=C1.[Fe+2]